O=C1NC2(COC1)C(N(CCC2)C(=O)OC)CO[C@@H]2CC[C@@H](CC2)C2=CC=CC=C2 methyl (CIS)-2-oxo-7-({[(CIS)-4-phenylcyclohexyl]oxy} methyl)-4-oxa-1,8-diazaspiro[5.5]undecane-8-carboxylate